COC=1C=C(C=C(C1)OC)N1C(C2=CC=CC=C2C(=N1)C(=O)N1CCN(CC1)C1=CC=C(C=C1)F)=O 2-(3,5-dimethoxyphenyl)-4-[[4-(4-fluorophenyl)-1-piperazinyl]carbonyl]-1(2H)-phthalazinone